3,4-dihydroxy-1-cyclohexene-1-carboxylic acid OC1C=C(CCC1O)C(=O)O